O=C1OCCN1P(=O)(N1C(OCC1)=O)Cl Bis(2-oxo-3-oxazolidinyl)phosphinoyl chloride